4-benzyloxybenzyl alcohol C(C1=CC=CC=C1)OC1=CC=C(CO)C=C1